NC1C(C(C(C(C1O)N)O)N)O cis-1,3,5-triamino-2,4,6-trihydroxycyclohexane